hexahydro-1,3,5-tri-(3-methoxyphenyl)-1,3,5-triazine COC=1C=C(C=CC1)N1CN(CN(C1)C1=CC(=CC=C1)OC)C1=CC(=CC=C1)OC